(S)-3-(3-(4-((3-Methylpiperazin-1-yl)methyl)phenyl)-5-phenyl-3H-imidazo[4,5-b]pyridin-2-yl)pyridin-2-amine C[C@H]1CN(CCN1)CC1=CC=C(C=C1)N1C(=NC=2C1=NC(=CC2)C2=CC=CC=C2)C=2C(=NC=CC2)N